ClC1=CC(=NC(=C1)N(C(C)C)CC)C(=O)NC1=CC(=C(C(=O)O)C(=C1)C)F 4-(4-Chloro-6-(ethyl(isopropyl)amino)picolinamido)-2-fluoro-6-methylbenzoic acid